tert-butyl 4-(3-(4-(2-methoxy-2-oxoethylcarbamoyl)quinolin-6-yloxy)propyl)piperazine-1-carboxylate COC(CNC(=O)C1=CC=NC2=CC=C(C=C12)OCCCN1CCN(CC1)C(=O)OC(C)(C)C)=O